(R)-4-(2-(3-([1,1'-biphenyl]-2-ylethynyl)-1H-indazole-5-carbonyl)-2,6-diazaspiro[3.5]nonane-6-carbonyl)-N-methylcyclohexane-1-carboxamide C1(=C(C=CC=C1)C#CC1=NNC2=CC=C(C=C12)C(=O)N1CC2(C1)CN(CCC2)C(=O)C2CCC(CC2)C(=O)NC)C2=CC=CC=C2